[Li+].ClC1=C(C(=C(C=C1C)Cl)C)S(=O)(=O)[O-] 2,5-Dichloro-3,6-dimethyl-benzenesulfonic acid lithium salt